2-methyl-2-(1-(methyl-d3)-1H-pyrazol-4-yl)propanal CC(C=O)(C)C=1C=NN(C1)C([2H])([2H])[2H]